BrC1=CC=C(C=C1)[PH2]=O (4-bromophenyl)phosphane 1-oxide